(S)-1-chloro-3-(4-((3,5-dichloro-4-((S)-3-(ethylsulfonyl)-2-hydroxypropoxy)phenyl)sulfonyl)phenoxy)propan-2-ol ClC[C@H](COC1=CC=C(C=C1)S(=O)(=O)C1=CC(=C(C(=C1)Cl)OC[C@@H](CS(=O)(=O)CC)O)Cl)O